N[C@@H](CC1=CC=CC=C1)C(=O)N1CCN(CC1)C1=CC(=NC(=N1)C)NC=1SC(=CN1)C(=O)NC1=C(C=CC=C1C)Cl ((6-(4-(L-phenylalanyl)piperazin-1-yl)-2-methylpyrimidin-4-yl)amino)-N-(2-chloro-6-methylphenyl)thiazol-5-amide